N1=C2C(=NC=C1N[C@@H](C)C=1C=C(C=CC1)NC(C1=CN=C(C=C1)C1CC1)=O)NC=C2 (S)-N-(3-(1-((5H-pyrrolo[2,3-b]pyrazin-2-yl)amino)ethyl)phenyl)-6-cyclopropylnicotinamide